(S)-N-ethyl-3-((2-(((2R,3S)-2-hydroxypentan-3-yl)amino)-9-methyl-9H-purin-6-yl)amino)pyrrolidine-1-sulfonamide C(C)NS(=O)(=O)N1C[C@H](CC1)NC1=C2N=CN(C2=NC(=N1)N[C@H]([C@@H](C)O)CC)C